C1(CC1)C1=C(C(=NO1)C1=C(C=CC=C1Cl)Cl)COC1CC2(C1)C[C@H]1CC[C@@H](C2)N1C=1C=NC=C(C(=O)O)C1 5-{(1R,5S)-3'-[(5-cyclopropyl-3-(2,6-dichlorophenyl)isoxazol-4-yl)methoxy]-8-azaspiro[bicyclo[3.2.1]octane-3,1'-cyclobutan]-8-yl}nicotinic acid